3-(3-Methyloxetan-3-yl)-1-(4-methylphenyl)-1H-pyrazol-5-amine CC1(COC1)C1=NN(C(=C1)N)C1=CC=C(C=C1)C